methyl 5-amino-6-iodo-pyridine-2-carboxylate NC=1C=CC(=NC1I)C(=O)OC